C(C=C)(=O)N1C[C@@H](N(CC1)C1=NC(N2C3=C(C=C(C=C13)C(F)(F)F)S(C[C@H](C2)OC)C2=C(C=C(C(=C2)Cl)F)F)=O)C 8-((s)-4-acryloyl-2-methylpiperazin-1-yl)-l-1-(5-chloro-2,4-difluorophenyl)-3-methoxy-10-(trifluoromethyl)-3,4-dihydro-2H,6H-[1,4]thiazepino[2,3,4-ij]quinazolin-6-one